C(C)C=1N=CNC1 4-ethylimidazole